COC1=C(C=CC=C1)C1=CC(=CC=C1)OC 2,3'-dimethoxybiphenyl